C(#N)NC(=N)N1CCC(CC1)NC(=N)NC#N N-cyano-4-(3-cyanoguanidino)piperidine-1-carboximidamide